3-amino-1,13b-dihydro-9H-dibenzo[c,f]imidazo[1,5-a]azepin-9-one hydrochloride Cl.NC1=NCC2N1C1=C(C(C3=C2C=CC=C3)=O)C=CC=C1